CN1CCC=2C1=CN=C(C2)C=2N=C(SC2)NC2=NC=C(C=C2C)C(F)(F)F 4-(1-methyl-2,3-dihydro-1H-pyrrolo[2,3-c]pyridin-5-yl)-N-(3-methyl-5-(trifluoromethyl)pyridin-2-yl)thiazol-2-amine